COC=1C=CC=C2C=CNC12 7-methoxy-1H-indole